cis-(4aR,9aS)-7-bromo-4-(3,4-dimethylbenzyl)-4,4a,9,9a-tetrahydroindeno[2,1-b][1,4]oxazin-3(2H)-one BrC1=CC=2C[C@@H]3OCC(N([C@@H]3C2C=C1)CC1=CC(=C(C=C1)C)C)=O